(3R)-3-[4-(4-{[3-(1-{1-[6-(2-hydroxyphenyl)pyridazin-4-yl]-4-phenylpiperidine-4-carbonyl}piperidin-4-yl)pyrrolidin-1-yl]methyl}piperidin-1-yl)phenyl]piperidine-2,6-dione OC1=C(C=CC=C1)C1=CC(=CN=N1)N1CCC(CC1)(C(=O)N1CCC(CC1)C1CN(CC1)CC1CCN(CC1)C1=CC=C(C=C1)[C@@H]1C(NC(CC1)=O)=O)C1=CC=CC=C1